6-bromo-3-methyl-2-tosyl-2,3-dihydroisoquinolin-4(1H)-one BrC=1C=C2C(C(N(CC2=CC1)S(=O)(=O)C1=CC=C(C)C=C1)C)=O